COC1N(CCCC1)C(=O)N methoxy-piperidine-1-carboxamide